CC=1C(=CC2=C(OCO2)C1)C1CCN(CC1)S(=O)(=O)C1=C2N(N=C1)CCC2 3-((4-(6-methylbenzo[d][1,3]dioxol-5-yl)piperidin-1-yl)sulfonyl)-5,6-dihydro-4H-pyrrolo[1,2-b]pyrazole